2-(p-bromophenyl)-2H-pyrazole-3-carboxylic acid BrC1=CC=C(C=C1)N1N=CC=C1C(=O)O